1-(cyclopropylmethyl)-5-(2,4-difluorophenoxy)-N-(3-(dimethylamino)propyl)-1H-indazole-6-carboxamide C1(CC1)CN1N=CC2=CC(=C(C=C12)C(=O)NCCCN(C)C)OC1=C(C=C(C=C1)F)F